4-morpholino-2-[(2E)-2-(m-tolylmethylene)hydrazino]-N-pyrrolidin-3-yl-5H-pyrrolo[3,2-d]pyrimidine-6-carboxamide O1CCN(CC1)C=1C2=C(N=C(N1)N/N=C/C=1C=C(C=CC1)C)C=C(N2)C(=O)NC2CNCC2